Calcium neodecanoat C(CCCCCC(C)(C)C)(=O)[O-].[Ca+2].C(CCCCCC(C)(C)C)(=O)[O-]